((S)-1-(((S)-1-hydroxy-3-((S)-2-oxopyrrolidin-3-yl)propan-2-yl)amino)-4-methyl-1-oxopent-2-yl)carbamic acid 4,4-difluorocyclohexyl ester FC1(CCC(CC1)OC(N[C@H](C(=O)N[C@H](CO)C[C@H]1C(NCC1)=O)CC(C)C)=O)F